diphenyl-tetrachlorodisilane copper [Cu].C1(=CC=CC=C1)[Si]([Si](Cl)(Cl)Cl)(Cl)C1=CC=CC=C1